2-(9-fluoro-11,17-dihydroxy-10,13,16-trimethyl-3-oxo-6,7,8,9,10,11,12,13,14,15,16,17-dodecahydro-3H-cyclopenta[a]phenanthren-17-yl)-2-oxoethyl (2-amino-4-methylphenyl)carbamate NC1=C(C=CC(=C1)C)NC(OCC(=O)C1(C(CC2C3CCC4=CC(C=CC4(C3(C(CC12C)O)F)C)=O)C)O)=O